Tert-butyl (1R,5S,6s)-6-(((6-chloropyridazin-3-yl)methyl)amino)-3-azabicyclo[3.1.0]hexane-3-carboxylate ClC1=CC=C(N=N1)CNC1[C@@H]2CN(C[C@H]12)C(=O)OC(C)(C)C